COC(OC)NC1=C(C=C(C=C1)F)F (dimethoxymethyl)-2,4-difluoroaniline